tert-Butyl 4-(2-(5-bromopyridin-2-yl)-3-cyclopropylpropanamido)benzoate BrC=1C=CC(=NC1)C(C(=O)NC1=CC=C(C(=O)OC(C)(C)C)C=C1)CC1CC1